(2R,4R)-N-(4-(tert-butyl)phenyl)-4-methoxy-N-(2-oxo-1-(pyridin-3-yl)-2-((tetrahydro-2H-pyran-4-yl)amino)ethyl)pyrrolidine-2-carboxamide C(C)(C)(C)C1=CC=C(C=C1)N(C(=O)[C@@H]1NC[C@@H](C1)OC)C(C(NC1CCOCC1)=O)C=1C=NC=CC1